C(C(CCCCCCCCCCCCCCCCCCCCCC)O)O tetracosan-1,2-diol